FC=1C(=C(C=CC1)/C=C/C(=O)OC(C)(C)C)O 1-Tert-butyl (E)-3-(3-fluoro-2-hydroxy-phenyl)prop-2-enoate